2,2-dimethyl-5,7-dihydroxy-4-oxo-2,3-dihydrobenzopyran-6-formic acid methyl ester COC(=O)C=1C(=CC2=C(C(CC(O2)(C)C)=O)C1O)O